6-methyl-1-(1-methyl-1H-pyrazol-5-yl)-5-(1-morpholinoethyl)indolizine-7-carboxylic acid isopropyl ester C(C)(C)OC(=O)C=1C(=C(N2C=CC(=C2C1)C1=CC=NN1C)C(C)N1CCOCC1)C